C(C)(=O)OCC=1C(=CC2=C(OC[C@@H](N2C(=O)OCC2=CC=CC=C2)C)N1)CC1=CC=C(C=C1)F benzyl (S)-6-(acetoxymethyl)-7-(4-fluorobenzyl)-2-methyl-2,3-dihydro-1H-pyrido[2,3-b][1,4]oxazine-1-carboxylate